N-(3-((1-hydroxy-2-methylpropan-2-yl)amino)phenyl)-4-(N-(3-methyloxetan-3-yl)sulfamoyl)-2-(6-azaspiro[2.5]Oct-6-yl)benzamide OCC(C)(C)NC=1C=C(C=CC1)NC(C1=C(C=C(C=C1)S(NC1(COC1)C)(=O)=O)N1CCC2(CC2)CC1)=O